(3R,4S)-1-(1-((5-chloropyrimidin-2-yl)methyl)-5-fluoro-1H-benzo[d]imidazol-2-yl)-4-methoxypiperidin-3-amine ClC=1C=NC(=NC1)CN1C(=NC2=C1C=CC(=C2)F)N2C[C@H]([C@H](CC2)OC)N